4-{5-{[(3R)-1-ethylpiperidin-3-yl]methoxy}-8-[3-(hydroxymethyl)-4-methylphenyl]imidazo[1,2-c]pyrimidin-7-yl}benzonitrile C(C)N1C[C@@H](CCC1)COC1=NC(=C(C=2N1C=CN2)C2=CC(=C(C=C2)C)CO)C2=CC=C(C#N)C=C2